[Si](C1=CC=CC=C1)(C1=CC=CC=C1)(C(C)(C)C)OC[C@H]1CN(CC1)C1=CC2=C(N(C(N2C)=O)C2C(NC(CC2)=O)=O)C=C1 3-(5-((R)-3-(((tert-butyldiphenylsilyl)oxy)methyl)pyrrolidin-1-yl)-3-methyl-2-oxo-2,3-dihydro-1H-benzo[d]imidazol-1-yl)piperidine-2,6-dione